(2S,4R)-1-[(2S)-2-(4-cyclopropyltriazol-1-yl)-3,3-dimethyl-butanoyl]-4-hydroxy-N-[3-[4-[(2-methyl-1-piperidyl)sulfonyl]phenyl]propyl]pyrrolidine-2-carboxamide C1(CC1)C=1N=NN(C1)[C@H](C(=O)N1[C@@H](C[C@H](C1)O)C(=O)NCCCC1=CC=C(C=C1)S(=O)(=O)N1C(CCCC1)C)C(C)(C)C